FC1=C(C(=CC=C1C=1C=NN(C1)CC=1C=NC=CC1)O)N1CC(NS1(=O)=O)=O 5-(2-fluoro-6-hydroxy-3-(1-(pyridin-3-ylmethyl)-1H-pyrazol-4-yl)phenyl)-1,2,5-thiadiazolidin-3-one 1,1-dioxide